tert-butyl N-[4-(3-chlorophenyl)cyclohex-3-en-1-yl]carbamate ClC=1C=C(C=CC1)C1=CCC(CC1)NC(OC(C)(C)C)=O